decanol ricinoleate sodium [Na].C(CCCCCCC\C=C/C[C@H](O)CCCCCC)(=O)OCCCCCCCCCC